BrC1=C(C(=CC=C1)F)N1CCC(CC1)N1C(N(C=2C(C1C)=CN(N2)C2CC2)CC2=C(C=CC=C2)C(F)(F)F)=O 5-[1-(2-Bromo-6-fluoro-phenyl)-piperidin-4-yl]-2-cyclopropyl-4-methyl-7-(2-trifluoromethyl-benzyl)-2,4,5,7-tetrahydro-pyrazolo[3,4-d]pyrimidin-6-one